N-(3-cis-hydroxy-3-methylcyclobutyl)-2-[1',1'-difluoro-6-(1-fluorocyclopropyl)-1-oxospiro[3H-isoquinoline-4,2'-cyclopropane]-2-yl]acetamide OC1(CC(C1)C)NC(CN1C(C2=CC=C(C=C2C2(C(C2)(F)F)C1)C1(CC1)F)=O)=O